C(C(=C)C)(=O)NCCCCCCCCCCCC[Si](OCC)(OCC)OCC 12-methacryloylaminododecyl-triethoxysilane